O1CCCC=2C1=NC=CC2 dihydro-2H-pyrano[2,3-b]pyridin